C(=S)(SC(C(=O)O)(C)C)SC(C(=O)O)(C)C 2'-[carbonothioylbis(thio)]bis[2-methylpropanoic acid]